gold (I) sulfide gold [Au+3].[Au-]=S.[Au-]=S.[Au-]=S